FC=1C=C2C(=CNC(C2=C(C1)F)=O)[C@@H](C)N(C(=O)NC1=CC=C(C=C1)F)C |r| Racemic-1-(1-(6,8-difluoro-1-oxo-1,2-dihydroisoquinolin-4-yl)ethyl)-3-(4-fluorophenyl)-1-methylurea